2-[1-[2-[4-(o-tolyl)-2-oxo-chromen-7-yl]oxypropionyl]-4-piperidinyl]acetic acid C1(=C(C=CC=C1)C1=CC(OC2=CC(=CC=C12)OC(C(=O)N1CCC(CC1)CC(=O)O)C)=O)C